C1(CC1)N1N=C(C(=C1)C(=O)N1CC2=C(C=C(C=C2CC1)C=1C=C2C(=NC1)NC=C2C)C2NCCC2)C 1-cyclopropyl-3-methyl-1H-pyrazol-4-yl(6-(3-methyl-1H-pyrrolo[2,3-b]pyridin-5-yl)-8-(pyrrolidin-2-yl)-3,4-dihydroisoquinolin-2(1H)-yl)methanone